C12(CC(C1)C2)NC(CN(C=2C1=C(N=C(N2)C2=NC=CC(=C2)OC2COC2)CCC1)C)=O N-{bicyclo[1.1.1]pentan-1-yl}-2-[methyl({2-[4-(oxetan-3-yloxy)pyridin-2-yl]-5H,6H,7H-cyclopenta[d]pyrimidin-4-yl})amino]acetamide